1,12-dodecane-diol diacrylate C(C=C)(=O)OCCCCCCCCCCCCOC(C=C)=O